C(C)C=CCC(=O)[O-] (ethyl)vinylacetate